C(#C)C=1C(=CC=C2C=C(C=CC12)O)F 8-ethynyl-7-fluoro-3-hydroxy-naphthalen